m-hydroxyethyl-phenol OCCC=1C=C(C=CC1)O